4-((1-methylpiperidin-4-yl)methylamino)-3-nitrobenzenesulfonamide CN1CCC(CC1)CNC1=C(C=C(C=C1)S(=O)(=O)N)[N+](=O)[O-]